4-[3-chloro-6-fluoro-2-[2-[4-(methylsulfanylmethyl)phenyl]ethyl]phenyl]-5-hydroxy-2,6-dimethyl-pyridazin-3-one ClC=1C(=C(C(=CC1)F)C=1C(N(N=C(C1O)C)C)=O)CCC1=CC=C(C=C1)CSC